COC=1C=C2CCN(CC2=CC1NC1=NC=C(C(=N1)NC1=CC=CC=C1)C(=O)N)C 2-((6-methoxy-2-methyl-1,2,3,4-tetrahydroisoquinolin-7-yl)amino)-4-(phenylamino)pyrimidine-5-carboxamide